C(C)N1C(=NC2=C(C=C(C=C2C1=O)OC)F)C(CCC)N1CCN(CCC1)C 3-ethyl-8-fluoro-6-methoxy-2-(1-(4-methyl-1,4-diazepan-1-yl)butyl)quinazolin-4(3H)-one